methyl ((S)-N-(tert-butoxycarbonyl)-2-(((R)-5-((tert-butyldimethylsilyl)oxy)pentan-2-yl)oxy)-6-methylpyridine-3-sulfonimidoyl)-L-prolinate C(C)(C)(C)OC(=O)N=[S@@](=O)(C=1C(=NC(=CC1)C)O[C@H](C)CCCO[Si](C)(C)C(C)(C)C)N1[C@@H](CCC1)C(=O)OC